(4-amino-3-methoxyphenyl)diethylphosphine oxide NC1=C(C=C(C=C1)P(CC)(CC)=O)OC